ClC1=CC(=C(CNC(N([C@H]2CNCCC2)C2CC2)=O)C=C1C)F (R)-3-(4-chloro-2-fluoro-5-methylbenzyl)-1-cyclopropyl-1-(piperidin-3-yl)urea